methyl 3-((2R,3S,5R)-3-(3,4-difluoro-2-methoxyphenyl)-5-methyl-5-(trifluoromethyl)tetrahydrothiophene-2-carboxamido)benzoate FC=1C(=C(C=CC1F)[C@H]1[C@@H](S[C@](C1)(C(F)(F)F)C)C(=O)NC=1C=C(C(=O)OC)C=CC1)OC